BrCC(=O)N(C)C1=C(C=CC=C1)C(=O)C1=CC=C(C=C1)C1=CC=C(C=C1)C=O 2-bromo-N-(2-(4'-formyl-[1,1'-biphenyl]-4-carbonyl)phenyl)-N-methylacetamide